(S)-N-(3-(2-ethyl-4-((3-(3-(trifluoromethyl)-1H-pyrazol-4-yl)imidazo[1,2-a]pyrazin-8-yl)amino)benzamido)propyl)pyrrolidine-2-carboxamide C(C)C1=C(C(=O)NCCCNC(=O)[C@H]2NCCC2)C=CC(=C1)NC=1C=2N(C=CN1)C(=CN2)C=2C(=NNC2)C(F)(F)F